6-bromo-N-(5-fluoropyrimidin-2-yl)imidazole BrC1=C(C=NC(=N1)N1C=NC=C1)F